butyryl-carnitine CCCC(=O)OC(CC(=O)[O-])C[N+](C)(C)C